C(C)(C)(C)NCCO 2-(tert-butylamino)ethan-1-ol